C1(=CC=CC=C1)N(C(C=CC1=CC=C(C=C1)C)=O)C1=CC=CC=C1 4-Methylcinnamic acid-N,N-diphenylamide